N[C@@H]([C@@H](C1=CC=CC=C1)P(C1=CC=CC=C1)C1=CC=CC=C1)C (1R,2R)-2-amino-1-phenylpropyl-diphenylphosphine